N=1C=CN2N=C(C=CC21)C=2C=CN1N=C(N=CC12)N[C@@H]1CC[C@@H](CC1)N cis-N1-(5-(imidazo[1,2-b]pyridazin-6-yl)pyrrolo[2,1-f][1,2,4]triazin-2-yl)cyclohexane-1,4-diamine